3-((cis)-1-((benzyloxy)carbonyl)-3,3-difluoro-4-oxohexahydropyrrolo[3,4-b]pyrrol-5(1H)-yl)-2,2-dimethylpropanoic acid C(C1=CC=CC=C1)OC(=O)N1[C@@H]2[C@H](C(C1)(F)F)C(N(C2)CC(C(=O)O)(C)C)=O